thiomyristoyl-(thiomyristoyl)-lysine C(CCCCCCCCCCCCC)(=S)N([C@@H](CCCCN)C(=O)O)C(CCCCCCCCCCCCC)=S